OC1C(N(CC1)CC(F)(F)F)=O 3-hydroxy-1-(2,2,2-trifluoroethyl)pyrrolidin-2-one